N1N=CC2=C(C=CC=C12)CN1N=CC2=C(C1=O)N(C1=C2SC(=N1)C(C)C1=CC=CC=C1)C 6-((1H-indazol-4-yl)methyl)-4-methyl-2-(1-phenylethyl)-4H-thiazolo[5',4':4,5]pyrrolo[2,3-d]pyridazin-5(6H)-one